(S,E)-2-methyl-N-(pyridin-2-ylmethylene)propane-2-sulfinamide CC(C)(C)[S@](=O)/N=C/C1=NC=CC=C1